C1(CC1)SC=1C=CC(=C(C1)C1=NN(C=C1NC(=O)C=1C=NN2C1N=CC=C2)CC(=O)N2CCC(CC2)N(C2COC2)C)OC(F)F N-[3-[5-cyclopropylsulfanyl-2-(difluoromethoxy)phenyl]-1-[2-[4-[methyl(oxetan-3-yl)amino]-1-piperidyl]-2-oxo-ethyl]pyrazol-4-yl]pyrazolo[1,5-a]pyrimidine-3-carboxamide